CN1N=C2N(C3=CC=C(C=C3C2=C1)C(=O)O)C1=CC=C(C=C1)C 2-methyl-8-(4-methylphenyl)-2H,8H-pyrazolo[3,4-b]Indole-5-carboxylic acid